N1=C(N=CC2=CC=CC=C12)N[C@H]1CN(CC1)C(=O)C1=CC=C(C=C1)NC(C#CC)=O (R)-N-(4-(3-(quinazolin-2-ylamino)pyrrolidine-1-carbonyl)phenyl)but-2-ynamide